(6-((5-Chloro-2-((4-(2-(dimethylamino)-7-azaspiro[3.5]nonan-7-yl)-2-methoxyphenyl)amino)pyrimidin-4-yl)amino)-3,4-dimethylphenyl)dimethylphosphine oxide ClC=1C(=NC(=NC1)NC1=C(C=C(C=C1)N1CCC2(CC(C2)N(C)C)CC1)OC)NC1=CC(=C(C=C1P(C)(C)=O)C)C